C(#C)C1=CC=C(OCCN2[C@@H](C(N(CC2)C)=O)C)C=C1 (R)-4-[2-(4-ethynylphenoxy)ethyl]-1,3-dimethylpiperazin-2-one